2-(3-fluoro-4-(2-hydroxypropane-2-yl)-5-(1H-benzimidazol-5-yl)phenyl)acetonitrile FC=1C=C(C=C(C1C(C)(C)O)C1=CC2=C(NC=N2)C=C1)CC#N